2-[[3-[2-chloro-5-(trifluoromethyl)pyrimidin-4-yl]-7-methylsulfonyl-indol-1-yl]methoxy]ethyl-trimethyl-silane ClC1=NC=C(C(=N1)C1=CN(C2=C(C=CC=C12)S(=O)(=O)C)COCC[Si](C)(C)C)C(F)(F)F